(2S,4S)-1-[2-[4-[(8-chloro-4-quinolinyl)amino]-1-piperidinyl]acetyl]-4-fluoro-pyrrolidine-2-carbonitrile ClC=1C=CC=C2C(=CC=NC12)NC1CCN(CC1)CC(=O)N1[C@@H](C[C@@H](C1)F)C#N